FC1=C(C=CC(=C1C)F)C=1C=C2C(=NC1)NC(N2CC(=O)N2CC(C2)F)=O 6-(2,4-difluoro-3-methylphenyl)-1-(2-(3-fluoroazetidin-1-yl)-2-oxoethyl)-1,3-dihydro-2H-imidazo[4,5-b]pyridin-2-one